C=1C(=NN2C=NC=3C=CC=CC3C21)C(=O)N pyrazolo[1,5-c]quinazoline-2-carboxamide